5-[3-(3-Amino-propionyl)-2-oxo-hexahydro-thieno[3,4-d]imidazol-6-yl]-pentanoic Acid NCCC(=O)N1C(NC2C1CSC2CCCCC(=O)O)=O